C(C)(C)OP1(=NP(=NP(=N1)(F)F)(F)F)F isopropoxy(pentafluoro)cyclotriphosphazene